6-morpholino-N-((1-phenylpiperidin-4-yl)methyl)pyrimidin-4-amine O1CCN(CC1)C1=CC(=NC=N1)NCC1CCN(CC1)C1=CC=CC=C1